FC1=C2C(=C(C(NC2=CC=C1F)=O)CC(=O)O)C (5,6-difluoro-4-methyl-2-oxo-1H-quinolin-3-yl)acetic acid